7'-(2,6-difluoro-4-iodo-phenyl)spiro[cyclopropane-1,5'-imidazo[1,2-a]imidazole]-6'-one FC1=C(C(=CC(=C1)I)F)N1C(C2(N3C1=NC=C3)CC2)=O